BrC1=CC=C(C2=CC=CC=C12)C(C)(OC)OC 4-bromo-1-(1,1-dimethoxyethyl)naphthalene